3-[3-(1,3-benzothiazol-2-yl)phenyl]-1-[(3,4-dimethoxyphenyl)methyl]urea S1C(=NC2=C1C=CC=C2)C=2C=C(C=CC2)NC(NCC2=CC(=C(C=C2)OC)OC)=O